FC=1C(=CC(=NC1)NC1=CC(=C(N=N1)C(=O)NC([2H])([2H])[2H])NC1=NC=CC(=C1OC)C1=NN(C=N1)C)C 6-[(5-fluoro-4-methylpyridin-2-yl)amino]-4-{[3-methoxy-4-(1-methyl-1H-1,2,4-triazol-3-yl)pyridin-2-yl]amino}-N-(2H3)methylpyridazine-3-carboxamide